COC1=CC=C(C=C1)C1=NC(=NC(=C1)C1=CC=CC=C1)NCSNC(C1=CC=CC=C1)=O N-((4-(4-methoxyphenyl)-6-phenylpyrimidin-2-yl)aminomethylthio)benzamide